(S)-4'-(((R)-tert-butylsulfinyl)amino)-4'H,6'H-spiro[piperidine-4,5'-pyrrolo[1,2-c][1,2,3]triazole]-1-carboxylic acid tert-butyl ester C(C)(C)(C)OC(=O)N1CCC2([C@@H](C=3N(N=NC3)C2)N[S@](=O)C(C)(C)C)CC1